O1C=C(C=C1)C1=CC=C(C=C1)C(C=CC=1C=C2N=CC=NC2=CC1)=O 1-(4-(furan-3-yl)phenyl)-3-(quinoxalin-6-yl)prop-2-en-1-one